4-[(1-oxo-1,2,3,4-tetrahydroisoquinolin-5-yl)amino]-2-{[3-(trifluoromethyl)phenyl]amino}pyrimidine-5-carboxamide O=C1NCCC2=C(C=CC=C12)NC1=NC(=NC=C1C(=O)N)NC1=CC(=CC=C1)C(F)(F)F